N-(2-pyridinyl)acetamide Ethyl-{[4-bromo-5-(3,4-difluorophenyl)-1-(2-fluorophenyl)-1H-pyrazol-3-yl]sulfanyl}acetat C(C)OC(CSC1=NN(C(=C1Br)C1=CC(=C(C=C1)F)F)C1=C(C=CC=C1)F)=O.N1=C(C=CC=C1)NC(C)=O